benzyl [2-(beta-alanylamino)ethyl]carbamate NCCC(=O)NCCNC(OCC1=CC=CC=C1)=O